C(#N)C1=C(C=C(C=C1)N1[C@H](O[C@@H](C1)C(=O)NC=1C=NC=CC1)C(F)(F)F)C(F)(F)F (2R,5S)-3-(4-Cyano-3-(trifluoromethyl)phenyl)-N-(pyridin-3-yl)-2-(trifluoromethyl)oxazolidin-5-carboxamid